1-(2-(diethylamino)ethyl)-3-(4-methyl-2-(4-((1-methyl-1H-imidazol-2-yl)methyl)piperazin-1-yl)quinolin-6-yl)thiourea C(C)N(CCNC(=S)NC=1C=C2C(=CC(=NC2=CC1)N1CCN(CC1)CC=1N(C=CN1)C)C)CC